NC1=C(C=CC(=C1)NCC1=CC=C(C=C1)O)NC(CCCCC(CF)F)=O N-(2-amino-4-((4-hydroxybenzyl)amino)phenyl)-6,7-difluoroheptanamide